N-(4-(4-(2-oxo-2-(piperidin-1-yl)ethyl)phenyl)-1H-pyrrolo[2,3-b]pyridin-6-yl)cyclopropylcarboxamide O=C(CC1=CC=C(C=C1)C1=C2C(=NC(=C1)NC(=O)C1CC1)NC=C2)N2CCCCC2